C(C)(C)C=1C=NC=CN1 3-Isopropyl-pyrazin